4-benzoyl-5,8,8-trimethyl-4-azabicyclo[5.1.0]octan-3-one C(C1=CC=CC=C1)(=O)N1C(CC2C(C2CC1C)(C)C)=O